4-nitrophenyl (R)-5-(3,5-difluorophenyl)-4,5-dihydro-1H-pyrazole-1-carboxylate FC=1C=C(C=C(C1)F)[C@H]1CC=NN1C(=O)OC1=CC=C(C=C1)[N+](=O)[O-]